C(C(=C)C)(=O)OC1(COCOC1)CC (5-Ethyl-1,3-dioxan-5-yl) methacrylate